4-cyclopropyl-3-(5-fluoropyridin-3-yl)-N-[2-(trifluoromethyl)pyridine-4-yl]-1,2-thiazole-5-carboxamide C1(CC1)C=1C(=NSC1C(=O)NC1=CC(=NC=C1)C(F)(F)F)C=1C=NC=C(C1)F